4-(2,2-difluoro-7-((3-fluoro-5-methoxy-7-methyl-1H-indol-4-yl)methyl)-7-azaspiro[3.5]nonan-6-yl)benzoic acid FC1(CC2(C1)CC(N(CC2)CC2=C1C(=CNC1=C(C=C2OC)C)F)C2=CC=C(C(=O)O)C=C2)F